NC=1C=CC(=C(C(=O)N[C@H](C)C=2C=CC=C3C=CC=NC23)C1)C (R)-5-amino-2-methyl-N-(1-(quinolin-8-yl)ethyl)benzamide